(2R)-3-[[4-iodo-6-(morpholin-4-yl)pyridin-2-yl]amino]propane-1,2-diol IC1=CC(=NC(=C1)N1CCOCC1)NC[C@H](CO)O